FC(C1=NN(C=C1C(=O)OCC)COCC[Si](C)(C)C)(F)F Ethyl 3-(trifluoromethyl)-1-((2-(trimethylsilyl) ethoxy) methyl)-1H-pyrazole-4-carboxylate